(4-(2-(2-methyl-3-chlorophenyl-amino)-4-(1,2,3,4-tetrahydroisoquinolin-7-ylamino)pyrimidin-5-yl)-1H-pyrazol-1-yl)-ethan-1-ol CC1=C(C=CC=C1Cl)NC1=NC=C(C(=N1)NC1=CC=C2CCNCC2=C1)C=1C=NN(C1)C(C)O